6-bromo-5-methyl-2-phenyl-3-(piperidin-1-yl)-1-((2-(trimethylsilyl)ethoxy)methyl)pyrazolo[1,5-a]Pyrimidin BrC=1C(=NC=2N(C1)N(C(C2N2CCCCC2)C2=CC=CC=C2)COCC[Si](C)(C)C)C